3,5-Difluoro-4-((7-methoxy-2-oxo-2,3-dihydro-1H-imidazo[4,5-c][1,8]naphthyridin-1-yl)methyl)benzenesulfonamide FC=1C=C(C=C(C1CN1C(NC=2C=NC=3N=C(C=CC3C21)OC)=O)F)S(=O)(=O)N